acryloxybutyl-fluorodimethylsilane C(C=C)(=O)OCCCC[Si](C)(C)F